O=C1NC(CCC1N1C(C2=CC(=C(C=C2C1=O)F)N1CCC(CC1)CO)=O)=O 2-(2,6-Dioxopiperidin-3-yl)-5-fluoro-6-(4-(hydroxymethyl)piperidin-1-yl)-isoindoline-1,3-dione